(1S,3S,4R)-5-benzoylamino-2-(2,2-diphenylacetyl)-2-azabicyclo[2.2.2]octane-3-carboxylic acid C(C1=CC=CC=C1)(=O)NC1[C@@H]2[C@H](N([C@H](C1)CC2)C(C(C2=CC=CC=C2)C2=CC=CC=C2)=O)C(=O)O